8-(3-pyridazin-4-yl-1H-pyrrolo[2,3-b]pyridin-4-yl)-1,8-diazaspiro[5.5]undecane N1=NC=C(C=C1)C1=CNC2=NC=CC(=C21)N2CC1(CCCCN1)CCC2